thioglycolic S-acid C(CO)(=O)S